tert-butyl 4-(5-bromo-3-fluoro-4-methoxycarbonyl-2-pyridyl)piperazine-1-carboxylate BrC=1C(=C(C(=NC1)N1CCN(CC1)C(=O)OC(C)(C)C)F)C(=O)OC